2-(7-((2S,5R)-2,5-diethyl-4-(1-(imidazo[1,2-a]pyridin-6-yl)ethyl)piperazin-1-yl)-4-methyl-5-oxo-4,5-dihydro-2H-pyrazolo[4,3-b]pyridin-2-yl)acetonitrile C(C)[C@@H]1N(C[C@H](N(C1)C(C)C=1C=CC=2N(C1)C=CN2)CC)C=2C=1C(N(C(C2)=O)C)=CN(N1)CC#N